BrC1=C(C2=C(OCO2)C=C1)C(=O)NC1=C2C(N(CC2=CC=C1)C(C1CC1)C1CC1)=O 5-Bromo-N-(2-(dicyclopropylmethyl)-3-oxoisoindolin-4-yl)benzo[d][1,3]dioxole-4-carboxamide